NCC1=NOC(=C1)[C@H](C(=O)N1[C@@H](C[C@H](C1)O)C(=O)N[C@@H](C)C1=CC=C(C=C1)C1=C(N=CS1)C)C(C)C (2S,4R)-1-[(2R)-2-[3-(aminomethyl)isoxazol-5-yl]-3-methyl-butanoyl]-4-hydroxy-N-[(1S)-1-[4-(4-methylthiazol-5-yl)phenyl]ethyl]pyrrolidine-2-carboxamide